CS(=O)(=O)O.CC(CCC1=C(C=CC=C1)P(C1=CC=CC=C1)C1=CC=CC=C1)(C)C (3,3-dimethylbutyl)triphenylphosphine methanesulfonate